BrC1=C(C=C(C(=C1)F)CBr)C 1-bromo-4-(bromomethyl)-5-fluoro-2-methylbenzene